C(C(=C)C)(=O)OCCOC1OCCC1 2-tetrahydrofuryloxyethyl methacrylate